ClC1=CC2=C(N=C(S2)C(CCCNS(=O)(=O)C2=CC=C(C=C2)OC)C)C=C1 N-(4-(6-chlorobenzo[d]thiazole-2-yl)amyl)-4-methoxybenzenesulfonamide